Dimethyl 2-(1-(2-phenyl-1H-pyrrol-1-yl)cyclopentane-1-carbonyl)malonate C1(=CC=CC=C1)C=1N(C=CC1)C1(CCCC1)C(=O)C(C(=O)OC)C(=O)OC